[Sn].[Zn].[Cu] Copper-zinc-tin